4-fluoro-2-methyl-5-nitrophenyl carbonate C(OC1=C(C=C(C(=C1)[N+](=O)[O-])F)C)([O-])=O